OC=1C=C(C=C(C1O)[N+](=O)[O-])C(C(C#N)C1=NC=CC=C1)=O 3-(3,4-dihydroxy-5-nitrophenyl)-3-oxo-2-(pyridin-2-yl)propionitrile